trisortho-tolylphosphine C1(=C(C=CC=C1)P(C1=C(C=CC=C1)C)C1=C(C=CC=C1)C)C